FC1=NC=C(C(=C1)CC(CO)(F)F)F 3-(2,5-difluoro-4-pyridyl)-2,2-difluoro-propan-1-ol